ClC1=C(C=2N=C(N=C3C2C(=N1)OCCN3CC(F)F)OC[C@]31CCCN1C[C@@H](C3)F)F 5-chloro-10-(2,2-difluoroethyl)-4-fluoro-2-(((2R,7aS)-2-fluorotetrahydro-1H-pyrrolizin-7a(5H)-yl)methoxy)-9,10-dihydro-8H-7-oxa-1,3,6,10-tetraazacyclohepta[de]naphthalene